2-(3-Azabicyclo[3.1.0]hexan-3-yl)-6-(difluoromethyl)-8-(1-hydroxyethyl)-3-methylquinazolin-4(3H)-one C12CN(CC2C1)C1=NC2=C(C=C(C=C2C(N1C)=O)C(F)F)C(C)O